OC1=C(C=CC=C1)C(C=1C(CC(CC1O)(C)C)=O)C=1C(CC(CC1O)(C)C)=O 2,2'-((2-hydroxyphenyl)methylene)bis(3-hydroxy-5,5-dimethylcyclohex-2-en-1-one)